FC=1C=C(CCN2CCC(CC2)N(C=2C=C(C=CC2)O)C=2C=NC=CC2)C=CC1 3-((1-(3-Fluorophenethyl)piperidin-4-yl)(pyridin-3-yl)amino)phenol